4-(4'-bromophenyl)-phenol BrC1=CC=C(C=C1)C1=CC=C(C=C1)O